4-fluorophenyl-N-(4-azaspiro[2.4]hept-7-yl)-3,4-dihydroisoquinoline-2(1H)-carboxamide FC1=CC=C(C=C1)C1N(CCC2=CC=CC=C12)C(=O)NC1CCNC12CC2